C1(CCC2=C1C=1C=CC=CC1N2)C(C(=O)[O-])C(=O)[O-] indolocyclopentanylmalonate